COC1=NC=CC(=N1)N1CC2CCC(C1)C2C(=O)N2N=CCC2C2=CC=CC=C2 (3-(2-methoxypyrimidin-4-yl)-3-azabicyclo[3.2.1]oct-8-yl)(5-phenyl-4,5-dihydro-1H-pyrazol-1-yl)ketone